C1OCC12C(CC2)OC=2C=C1C=CN=C(C1=CC2)NC=2C=NC(=CC2)Cl 6-((2-oxaspiro[3.3]heptan-5-yl)oxy)-N-(6-chloropyridin-3-yl)isoquinolin-1-amine